FC=1C(=C(C=CC1)CC(=O)NCC1=CC(=NC=C1)OCC(F)(F)F)C 2-(3-Fluoro-2-methylphenyl)-N-((2-(2,2,2-trifluoroethoxy)pyridin-4-yl)methyl)acetamide